S(=O)(=O)(C1=CC=C(C)C=C1)C1=NN=NN1C[C@@H](C)[C@H]1CC[C@H]2[C@@H]3[C@H]4[C@@H](C5=CC(CC[C@]5(C)[C@H]3CC[C@]12C)=O)O4 (6α,7α,20S)-20-(5-Tosyltetrazol-1-yl)methyl-6,7-epoxy-pregna-4-en-3-one